CC(C(=O)OC)(C)C1=NC=C(N=C1)C=C methyl 2-methyl-2-(5-vinylpyrazin-2-yl)propanoate